(2,2,2-tribromoacetyl) heptanoate C(CCCCCC)(=O)OC(C(Br)(Br)Br)=O